N-(3,5-dichloropyridin-4-yl)-3-cyclopropylmethoxy-4-difluoromethoxy-benzamide ClC=1C=NC=C(C1NC(C1=CC(=C(C=C1)OC(F)F)OCC1CC1)=O)Cl